BrC=1C=C(C=CC1)[C@@H]1[C@H](C1)C(=O)NC1=NC=NC(=C1)Cl |r| rac-(1S*,2S*)-2-(3-bromophenyl)-N-(6-chloropyrimidin-4-yl)cyclopropane-1-carboxamide